ClC=1N=CC2=C(N1)N(C=C2)CCC2=CC=CC=C2 2-Chloro-7-phenethyl-7H-pyrrolo[2,3-d]pyrimidine